C1(CC1)C=1C=C2C3CC(N(C(C2=CC1)=O)CC(=O)NC1=NC=C(C=N1)Cl)C3 2-(4-cyclopropyl-8-oxo-9-azatricyclo[8.1.1.02,7]dodeca-2,4,6-trien-9-yl)-N-(5-chloropyrimidin-2-yl)acetamide